9-(6-(3-(piperidin-1-yl)propoxy)pyridin-3-yl)-1-isopropyl-3-methyl-pyrazolo[1,5-c]quinazolin-2(3H)-one N1(CCCCC1)CCCOC1=CC=C(C=N1)C1=CC=2C=3N(C=NC2C=C1)N(C(C3C(C)C)=O)C